FC(C(=O)N[C@@H]1[C@H](CNCC1)C)(OC1=C(C=CC=C1)C)F 2,2-difluoro-N-((3S,4S)-3-methylpiperidin-4-yl)-2-(o-tolyloxy)acetamide